(R)-2-(3,4-dimethoxyphenyl)-6-(piperidin-4-yl)-5,6,7,8-tetrahydroimidazo[1,2-a]pyridine COC=1C=C(C=CC1OC)C=1N=C2N(C[C@H](CC2)C2CCNCC2)C1